3,6-di(3,5-dimethylpyrazol-1-yl)-1,2-dihydro-1,2,4,5-tetrazine CC1=NN(C(=C1)C)C=1NNC(=NN1)N1N=C(C=C1C)C